C(C)(C)(C)OC(=O)N1CC(C1)COC=1SC(=NN1)NC(=O)C=1C=NC(=CC1C1=CC(=NC=C1OC)Cl)C 3-(((5-(2'-chloro-5'-methoxy-6-methyl-(4,4'-bipyridine)-3-carboxamido)-1,3,4-thiadiazol-2-yl)oxy)methyl)azetidine-1-carboxylic acid tert-butyl ester